(S)-N4-(1-(1-(2-(bicyclo[1.1.1]pentan-1-ylamino)-2-oxoethyl)-2-oxo-1,2-dihydropyridin-3-ylamino)-6-(methylamino)-1,5,6-trioxohexan-2-yl)-1H-pyrrole-2,4-dicarboxamide C12(CC(C1)C2)NC(CN2C(C(=CC=C2)NC([C@H](CCC(C(=O)NC)=O)NC(=O)C=2C=C(NC2)C(=O)N)=O)=O)=O